(R,E)-2-cyano-N-(1-(3,4-dimethoxyphenyl)ethyl)-3-(5-((1-methyl-1H-imidazol-2-yl)methoxy)-1H-pyrrolo[2,3-b]pyridin-3-yl)acrylamide C(#N)/C(/C(=O)N[C@H](C)C1=CC(=C(C=C1)OC)OC)=C\C1=CNC2=NC=C(C=C21)OCC=2N(C=CN2)C